3-Dimethylaminopropyl-amin CN(CCCN)C